COC(C[C@@H](C1CC1)C1=CC(=CC=C1)OCC1=CC(=C(C=C1)C1=C(C=CC(=C1)OC)F)CC(CN=[N+]=[N-])(C)C)=O.C1(CC1)CN1N=NC=C1 cyclopropylmethyl-3H-triazole (S)-methyl-3-(3-((2-(3-azido-2,2-dimethylpropyl)-2'-fluoro-5'-methoxy-[1,1'-biphenyl]-4-yl)methoxy)phenyl)-3-cyclopropylpropanoate